6-(4-((1H-indazol-5-yl)amino)pyrimidin-2-yl)-N-(3-chloro-pyridin-4-yl)benzo[b]thiophene-2-carboxamide N1N=CC2=CC(=CC=C12)NC1=NC(=NC=C1)C=1C=CC2=C(SC(=C2)C(=O)NC2=C(C=NC=C2)Cl)C1